OC1=C(C=NC=C1)NC(C1=CC(=CC=C1)OCCOC)=O N-(4-hydroxypyridin-3-yl)-3-(2-methoxyethoxy)benzamide